C(C)(C)[C@@H]1CC=C(CC1)CC(CO)C 3-((S)-4-isopropylcyclohex-1-en-1-yl)-2-methylpropan-1-ol